P(=O)(O[C@H]1O[C@@H]([C@@H]([C@@H]([C@H]1O)O)O)CO)(O)[O-] [(2R,3R,4S,5R,6R)-3,4,5-trihydroxy-6-(hydroxymethyl)oxan-2-yl] hydrogen phosphate